C1(=CC=CC=C1)/C=C/CC(C=O)(C(F)(F)F)C(F)(F)F (E)-5-phenyl-2,2-bis(trifluoromethyl)pent-4-enal